1-[(1S)-1-(2-pyrimidin-2-yl-1,2,4-triazol-3-yl)ethyl]-3-[4-(trifluoromethyl)thieno[2,3-d]pyrimidin-2-yl]urea N1=C(N=CC=C1)N1N=CN=C1[C@H](C)NC(=O)NC=1N=C(C2=C(N1)SC=C2)C(F)(F)F